1,1-dimethyl-3-Hydroxybutylperoxy-2-ethylhexanoate CC(CC(C)O)(OOC(C(=O)[O-])(CCCC)CC)C